FC(C1(CC1)COC1CCC2(CN(C2)C(=O)N2CC3(C2)NC(OCC3)=O)CC1)(F)F 2-[7-[[1-(trifluoromethyl)cyclopropyl]methoxy]-2-azaspiro[3.5]nonane-2-carbonyl]-7-oxa-2,5-diazaspiro[3.5]nonane-6-one